NC1=C(C=CC(=C1)NC(C[C@H]1C[C@H](N(C1)C=1C2=C(N=C(N1)C)C1=C(O2)C=CC=C1)C(=O)O)=O)C1=CC=CC=C1 (2S,4R)-4-(2-((2-amino-[1,1'-biphenyl]-4-yl)amino)-2-oxoethyl)-1-(2-methylbenzofuro[3,2-d]pyrimidin-4-yl)pyrrolidine-2-carboxylic acid